tert-butyl (R)-(1-(3-(difluoromethoxy)phenyl)-2-hydroxyethyl)carbamate FC(OC=1C=C(C=CC1)[C@H](CO)NC(OC(C)(C)C)=O)F